N-butyl-N,N,N-trimethylammonium C(CCC)[N+](C)(C)C